FC1=CC(=CC=C1)OC(C)C 4-fluoro-2-(propan-2-yloxy)benzene